(4-hydroxy-1-piperidyl)ethanone OC1CCN(CC1)C(C)=O